(butylamino)-N-(5-phenylthiazol-2-yl)-[1,1'-biphenyl]-2-carboxamide C(CCC)NC1=C(C(=CC=C1)C1=CC=CC=C1)C(=O)NC=1SC(=CN1)C1=CC=CC=C1